((S)-1-(4-fluorophenyl)-3,4-dihydroisoquinolin-2(1H)-yl)((3S,6S)-1,5-dioxaspiro[2.4]heptane-6-yl)methanone FC1=CC=C(C=C1)[C@@H]1N(CCC2=CC=CC=C12)C(=O)[C@H]1OC[C@@]2(CO2)C1